N-trisFluoroacetylgalactosamine FC(C(=O)N[C@H]1C(O)O[C@@H]([C@@H]([C@@H]1O)O)CO)(F)F